C(C#CC)N1CCC(CC1)C1=C2N(N=C1)C(=C(N2)C2=CC=C(C=C2)OC2=C(C=C(C=C2)F)F)C(=O)N 7-(1-(but-2-ynyl)piperidin-4-yl)-2-(4-(2,4-difluorophenoxy)phenyl)-1H-imidazo[1,2-b]Pyrazole-3-carboxamide